9-(2-methoxyethyl)-7-methyl-2-((6-methylbenzo[c][1,2,5]thiadiazol-5-yl)amino)-7,9-dihydro-8H-purin-8-one COCCN1C2=NC(=NC=C2N(C1=O)C)NC1=CC=2C(=NSN2)C=C1C